4,4'-(propane-2,2-diylbis(thio))bis(2-methoxyphenol) CC(C)(SC1=CC(=C(C=C1)O)OC)SC1=CC(=C(C=C1)O)OC